ClCCCC(=O)NC=1C(C=2C(=CC=NC2C(C1N1CCN(CC1)C)=O)\C=C\C1=CC=C(C=C1)F)=O (E)-4-chloro-N-(4-(4-fluorostyryl)-7-(4-methylpiperazin-1-yl)-5,8-dioxo-5,8-dihydroquinolin-6-yl)butanamide